5-xylenesulfonic acid C1(CC=CC(=C1)C)(C)S(=O)(=O)O